ClC(=O)OC(C(=O)OC)(C)C methyl 2-((chlorocarbonyl) oxy)-2-methylpropionate